2-(2-isopropyl-3-oxo-2,3-dihydro-imidazo[1,2-c]quinazolin-5-ylsulfanyl)-N-(4-methyl-benzyl)-propionamide C(C)(C)C1N=C2N(C(=NC=3C=CC=CC23)SC(C(=O)NCC2=CC=C(C=C2)C)C)C1=O